tert-butyl 1-[4-(methoxycarbonyl)bicyclo[2.2.2]octan-1-yl]-1H-pyrazole-4-carboxylate COC(=O)C12CCC(CC1)(CC2)N2N=CC(=C2)C(=O)OC(C)(C)C